propyl-sulfonic acid potassium salt [K+].C(CC)S(=O)(=O)[O-]